5-(METHOXYCARBONYL)-4-METHYLTHIOPHEN-2-YLBORONIC ACID COC(=O)C1=C(C=C(S1)B(O)O)C